[C@H]12CN(C[C@H](CC1)N2)C2=NC(=NC=1C=C(C3=C(C21)C=C(O3)C)C3=CC(=CC2=CC=CC=C32)O)OC[C@]32CCCN2C[C@@H](C3)F 4-(1-((1R,5S)-3,8-diazabicyclo[3.2.1]octan-3-yl)-3-(((2R,7aS)-2-fluorotetrahydro-1H-pyrrolizin-7a(5H)-yl)methoxy)-8-methylfuro[3,2-f]quinazolin-6-yl)naphthalen-2-ol